triethylboron phenyl-tetramethylammonium salt C1(=CC=CC=C1)C[N+](C)(C)C.C(C)B(CC)CC